3-methylenepyrrolidine-1,2-dicarboxylate C=C1C(N(CC1)C(=O)[O-])C(=O)[O-]